methyl ((2,6-dihydroxy-5'-methyl-4-pentyl-2'-(prop-1-en-2-yl)-1',2',3',4'-tetrahydro-[1,1'-biphenyl]-3-yl)methyl)carbamate OC1=C(C(=CC(=C1CNC(OC)=O)CCCCC)O)C1C(CCC(=C1)C)C(=C)C